Ethyl (((trans)-4-((3-(1-isopropyl-1H-pyrazol-4-yl)phenyl)(((trans)-4-(4-methoxy-3-methylphenyl)cyclohexyl)methyl)carbamoyl) cyclohexyl)methyl)carbamate C(C)(C)N1N=CC(=C1)C=1C=C(C=CC1)N(C(=O)[C@@H]1CC[C@H](CC1)CNC(OCC)=O)C[C@@H]1CC[C@H](CC1)C1=CC(=C(C=C1)OC)C